((3R)-4-amino-7-fluoro-3-methyl-1,3-dihydrofuro[3,4-c]quinolin-8-yl)((3R,5S)-3-methyl-5-(6-(3,3,3-trifluoropropoxy)-3-pyridazinyl)-4-morpholinyl)methanone NC1=NC=2C=C(C(=CC2C2=C1[C@H](OC2)C)C(=O)N2[C@@H](COC[C@@H]2C=2N=NC(=CC2)OCCC(F)(F)F)C)F